(1R)-1-(3-bromophenyl)ethanol BrC=1C=C(C=CC1)[C@@H](C)O